NCC(OC1=NC(=NC(=C1)C1=C(C=CC=C1C)C)NS(=O)(=O)C=1C=C(C(=O)O)C=CC1)C1=CC=C(C=C1)C1CCC1 3-[[4-[2-amino-1-(4-cyclobutylphenyl)ethoxy]-6-(2,6-dimethylphenyl)pyrimidin-2-yl]sulfamoyl]benzoic acid